ClC1=C2N=C(C=NC2=CC=C1O)C=1C=NN(C1)C1OCCCC1 5-chloro-3-(1-tetrahydropyran-2-ylpyrazol-4-yl)quinoxalin-6-ol